3-methyl-3H-imidazo[4,5-c]pyridin-2-amine CN1C(=NC2=C1C=NC=C2)N